bis(2,4-di-tert-butyl-5-methylphenyl)phosphite C(C)(C)(C)C1=C(C=C(C(=C1)C(C)(C)C)C)OP(OC1=C(C=C(C(=C1)C)C(C)(C)C)C(C)(C)C)[O-]